(R)-1-(3-methyl-1-(2,2,2-trifluoroethyl)-1H-pyrazolo[3,4-c]pyridin-5-yl)ethan-1-amine hydrochloride Cl.CC1=NN(C2=CN=C(C=C21)[C@@H](C)N)CC(F)(F)F